1-(4'-cyclopropyl-5,6'-dimethoxy-[2,5'-bipyrimidin]-4-yl)-1-(4-(1-methyl-4-(trifluoromethyl)-1H-imidazol-2-yl)phenyl)ethan-1-ol C1(CC1)C1=NC=NC(=C1C1=NC=C(C(=N1)C(C)(O)C1=CC=C(C=C1)C=1N(C=C(N1)C(F)(F)F)C)OC)OC